N-(2,2-diphenylethyl)carbamoylmethylglycine C1(=CC=CC=C1)C(CNC(=O)CNCC(=O)O)C1=CC=CC=C1